COC(C(=C)C)=O.C1(=C(C=CC=C1)C1=C(C(=NN=N1)C1=C(C(=CC=2C3=CC=CC=C3CC12)C)C)C1=C(C=CC=C1)C1=CC=CC=C1)C1=CC=CC=C1 di(biphenylyl)(dimethylfluorenyl)triazine Methyl-Methacrylate